C(=C)C1C(=O)OCCC1 vinyl-δ-valerolactone